hydroxy-estra-4,9-diene-3-one OC[C@@]12CCC[C@H]1[C@@H]1CCC3=CC(CCC3=C1CC2)=O